CC=1N(C=C(N1)NC(CCNC(=O)C1=CC(=CC=C1)C1=NOC(=N1)C)=O)C(=O)OCC Ethyl 2-methyl-4-(3-{[3-(5-methyl-1,2,4-oxadiazol-3-yl)phenyl]formamido}propanamido)-1H-imidazole-1-carboxylate